4-(4-((5,7-dimethyl-1H-indol-4-yl)methyl)-1-(2,2,2-trifluoroethyl)piperidin-3-yl)benzonitrile CC=1C(=C2C=CNC2=C(C1)C)CC1C(CN(CC1)CC(F)(F)F)C1=CC=C(C#N)C=C1